5-((4-((3-ethynylphenyl)amino)-7-methoxyquinazolin-6-yl)oxy)-N-hydroxyvaleramide C(#C)C=1C=C(C=CC1)NC1=NC=NC2=CC(=C(C=C12)OCCCCC(=O)NO)OC